3-[2-[4-[[[2-(2,6-dioxo-3-piperidyl)-1,3-dioxo-isoindolin-4-yl]amino]methyl]triazol-1-yl]ethoxy]propanoic acid trifluoroacetate FC(C(=O)O)(F)F.O=C1NC(CCC1N1C(C2=CC=CC(=C2C1=O)NCC=1N=NN(C1)CCOCCC(=O)O)=O)=O